(cyclopentadienyl)bis(carbonyl)ethyl-ruthenium (II) C1(C=CC=C1)[Ru]C(C=C=O)=C=O